C(CCC)N1N=C(C(=C1C)O)C(C)(C)C Butyl-3-tert-butyl-4-hydroxy-5-methyl-pyrazol